2-(4-(tert-butyl)phenyl)-N-(2-(5-(2,6-dioxopiperidin-3-yl)-4-oxo-5,6-dihydro-4H-thieno[3,4-c]pyrrol-1-yl)ethyl)-2-oxoacetamide C(C)(C)(C)C1=CC=C(C=C1)C(C(=O)NCCC=1SC=C2C1CN(C2=O)C2C(NC(CC2)=O)=O)=O